ClC1=CC=C(C=C1)C1=CC(=NC(=N1)C=1C=NC=CC1)N1C[C@@H](CCC1)O (R)-1-(6-(4-chlorophenyl)-2-(pyridin-3-yl)pyrimidin-4-yl)piperidin-3-ol